9-(n-pentyloxycarbonyloxy)anthracene C(CCCC)OC(=O)OC=1C2=CC=CC=C2C=C2C=CC=CC12